O[C@@H]([C@@H](C)[C@H]1CC[C@]2(C3=CC([C@@H]4C[C@H]([C@H](C[C@@]4([C@H]3CC[C@]12C)C)O)O)=O)O)CCC(C)(C)O (2S,3R,5R,9R,10R,13R,14S,17R)-17-[(2S,3R)-3,6-dihydroxy-6-methylheptan-2-yl]-2,3,14-trihydroxy-10,13-dimethyl-2,3,4,5,9,11,12,15,16,17-decahydro-1H-cyclopenta[a]phenanthren-6-one